CC=1SC=2[C@H](N[C@@H](CC2N1)C)C trans-(4R,6R)-2,4,6-trimethyl-4,5,6,7-tetrahydrothiazolo[5,4-c]pyridine